OCCSC=1C=C(C=C(C1)SCCO)C[C@@H](C(=O)N[C@H](C(=O)OCC)CC1=CC=C(C=C1)F)NC(=O)OC(C)(C)C ethyl (2S)-2-[[(2S)-3-[3,5-bis(2-hydroxyethylsulfanyl) phenyl]-2-(tert-butoxycarbonylamino)-propanoyl]amino]-3-(4-fluorophenyl)propanoate